(R)-7-amino-N-(6-cyano-5-fluoro-7-(piperazin-1-yl)chroman-3-yl)-3-methylthieno[2,3-b]pyrazine-6-carboxamide NC1=C(SC2=NC(=CN=C21)C)C(=O)N[C@H]2COC1=CC(=C(C(=C1C2)F)C#N)N2CCNCC2